1-(2-cyclopropylphenyl)pyrrolidine C1(CC1)C1=C(C=CC=C1)N1CCCC1